CON=C(C)C1CCC2C3CCC4=CC(CCC4(C3CCC12C)C)=O 17-(1-(methoxyimino)ethyl)-10,13-dimethyl-6,7,8,9,10,11,12,13,14,15,16,17-dodecahydro-1H-cyclopenta[a]phenanthren-3(2H)-one